O1CCN(C2=C1C=CC=C2)C(=O)[O-] 2,3-dihydro-1,4-benzoxazine-4-carboxylate